Cl.CNS(NC)(=O)=O dimethylsulfuric diamide hydrochloride